SC(CCS)O 1,3-dimercaptopropanol